7-(5-(3-cyano-4-isopropoxyphenyl)-1,2,4-oxadiazol-3-yl)-1H-inden-3-yl 4-chlorobutanoate ClCCCC(=O)OC1=CCC2=C(C=CC=C12)C1=NOC(=N1)C1=CC(=C(C=C1)OC(C)C)C#N